ClC1=C(N=C2N1C=CC(=C2)C(=O)OC)C2=C(C=CC(=C2)F)C=2N=CN(C2F)C Methyl 3-chloro-2-(5-fluoro-2-(5-fluoro-1-methyl-1H-imidazol-4-yl)phenyl)imidazo[1,2-a]pyridine-7-carboxylate